CS(=O)(=O)[O-].C(CCCCCC)[N+]1=CC(=CC=C1)CC 1-Heptyl-3-ethylpyridinium methansulfonat